3-((4-phenoxybenzoyl)glycyl)thiazolidine O(C1=CC=CC=C1)C1=CC=C(C(=O)NCC(=O)N2CSCC2)C=C1